C(CCCCCCCCCCCCCCCCCCC)(=O)[O-].[Ca+2].C(C)(=O)N1CCC2(N=C(C(=N2)C=CC(=O)NC=2C=NC3=CC=CC=C3C2)C2=CC=C(C=C2)C)CC1.C(CCCCCCCCCCCCCCCCCCC)(=O)[O-] 3-(8-acetyl-3-(p-tolyl)-1,4,8-triazaspiro[4.5]dec-1,3-dien-2-yl)-N-(quinolin-3-yl)acrylamide calcium arachidate